9-(β-D-xylofuranosyl)-adenine [C@@H]1([C@H](O)[C@@H](O)[C@H](O1)CO)N1C2=NC=NC(=C2N=C1)N